[SiH]12CCC(CC1)C2 1-silabicyclo[2.2.1]heptane